The molecule is beta-D-GlcpNAc-(1->6)-D-GalpNAc in which the anomeric configuration of the reducing-end GalNAc residue is alpha. It has a role as an epitope. CC(=O)N[C@@H]1[C@H]([C@H]([C@H](O[C@@H]1O)CO[C@H]2[C@@H]([C@H]([C@@H]([C@H](O2)CO)O)O)NC(=O)C)O)O